2-(2-Acetyloxy-6-methylhept-5-en-2-yl)cyclopropane-1-carboxylic acid ethyl ester C(C)OC(=O)C1C(C1)C(C)(CCC=C(C)C)OC(C)=O